C(CCCCCCCCCC)[Si](OCC)(OCC)OCC Undecyltriethoxysilane